2-benzyl-N-(8-fluoro-2-methyl-3-quinolyl)-2,4-dimethyl-pentanamide C(C1=CC=CC=C1)C(C(=O)NC=1C(=NC2=C(C=CC=C2C1)F)C)(CC(C)C)C